C(C)(C)(C)C1=CC=C(C=C1)C1=NN(C2=NC(=NC=C21)N)C (4-(tert-butyl)phenyl)-1-methyl-1H-pyrazolo[3,4-d]pyrimidin-6-amine